N-[[4-(5-Amino-4-cyano-1-cyclopentyl-pyrazol-3-yl)-2,5-difluoro-phenyl]methyl]-5-fluoro-2-methoxy-benzamide NC1=C(C(=NN1C1CCCC1)C1=CC(=C(C=C1F)CNC(C1=C(C=CC(=C1)F)OC)=O)F)C#N